3-[2-(tert-butoxycarbonylamino)-3-hydroxy-propyl]Indole-1-carboxylic acid tert-butyl ester C(C)(C)(C)OC(=O)N1C=C(C2=CC=CC=C12)CC(CO)NC(=O)OC(C)(C)C